N1=C(C=CC=C1)C(C)N1CCC1 1-[1-(pyridin-2-yl)ethyl]azetidin